(R)-3-((R)-6-chloro-5H-imidazo[5,1-a]isoindol-5-yl)tetrahydro-2H-pyran-4-ol ClC1=C2[C@H](N3C(C2=CC=C1)=CN=C3)[C@@H]3COCCC3O